C[C@H]1[C@@H]([C@@](C[C@H](O1)OP(=O)(O)OP(=O)(O)OC[C@@H]2[C@H](C[C@@H](O2)N3C=C(C(=O)NC3=O)C)O)(C)[N+](=O)[O-])OC The molecule is a dTDP-sugar having beta-L-evernitrose as the sugar component. It is a dTDP-sugar and a C-nitro compound. It derives from an evernitrose. It is a conjugate acid of a dTDP-beta-L-evernitrose(2-).